O[C@@H]1CN(C[C@H]1O)C1=C(C=C2C(C(=CN(C2=N1)C1=C(C=C(C=C1F)F)F)C(=O)NC(CC)(CC)CC)=O)F 7-[(3R,4R)-3,4-Dihydroxypyrrolidin-1-yl]-N-(3-ethylpentan-3-yl)-6-fluoro-4-oxo-1-(2,4,6-trisfluorophenyl)-1,4-dihydro-1,8-naphthyridine-3-carboxamide